alpha-mercaptoacrylic acid SC(C(=O)O)=C